6,6'-bis(naphthalen-2-yl)[1,1'-binaphthalene]-2,2'-diol C1=C(C=CC2=CC=CC=C12)C1=CC2=CC=C(C(=C2C=C1)C=1C(=CC=C2C=C(C=CC12)C1=CC2=CC=CC=C2C=C1)O)O